C(=O)O.COC=1C(=C2C=CNC2=C(C1)C)CN1C(C2(C1)CCCC2)C2=CC=C(C(=O)O)C=C2 4-(2-((5-methoxy-7-methyl-1H-indol-4-yl)methyl)-2-azaspiro[3.4]oct-1-yl)benzoic acid formate